C(CC)P(OC1CCCCC1)(OCC(F)(F)F)=O cyclohexyl (2,2,2-trifluoroethyl) n-propylphosphonate